[Si](C1=CC=CC=C1)(C1=CC=CC=C1)(C(C)(C)C)OCCC1=NC(=CC=C1S(=O)(=O)N[C@@H](C(C)C1=C(C(=CC=C1F)C)C)C=1OC(NN1)=O)Cl 2-(2-((Tert-Butyldiphenylsilyl)oxy)ethyl)-6-chloro-N-((1S)-2-(6-fluoro-2,3-dimethylphenyl)-1-(5-oxo-4,5-dihydro-1,3,4-oxadiazol-2-yl)propyl)pyridine-3-sulfonamide